C(C)OC(CC1=CC=C(C=C1)N1CCN(CC1)CC(=O)[O-])=O.[K+] potassium 2-{4-[4-(2-ethoxy-2-oxoethyl)phenyl]piperazin-1-yl}acetate